CC=1C(C(CCC1)(C)C)\C=C\C(CC)=O (1E)-1-(2,6,6-trimethyl-2-cyclohexen-1-yl)-1-penten-3-one